CC1(N(CC(C1)CCCOC1=CC(=CC=C1)S(N)(=O)=O)C(=O)OC(C)(C)C)C tert-butyl 2,2-dimethyl-4-[3-(3-sulfamoylphenoxy)propyl]pyrrolidine-1-carboxylate